BrC1=C(CNC=2C=C(C(=NC2C)S(=O)(=O)NC=2N=CSC2)F)C(=CC=C1F)F 5-((2-bromo-3,6-difluorobenzyl)amino)-3-fluoro-6-methyl-N-(thiazol-4-yl)pyridine-2-sulfonamide